O1COC2=C1C=CC(=C2)CN2C(C=CC(=C2)C2=NC(=NC(=C2)C(F)(F)F)S(=O)(=O)C)=O 1-(benzo[d][1,3]dioxol-5-ylmethyl)-5-(2-(methylsulfonyl)-6-(trifluoromethyl)pyrimidin-4-yl)pyridin-2(1H)-one